zirconium carboxyethylsilanetriol C(=O)(O)CC[Si](O)(O)O.[Zr]